C(CCC)S(=O)(=O)[O-] Butansulfonat